C(CC=CCCCCCCCCCCCCCCCCCCCCCCC)OC(CCCC(C)O)=O heptacosane-3-enyl-5-hydroxy-hexanoate